FC=1C=C(C=CC1)CN 1-(3-fluorophenyl)methanamine